[N+](=O)([O-])C=1C=CC(=NC1)SSC1=NC=C(C=C1)[N+](=O)[O-] 2,2'-Dithio-bis(5-nitropyridine)